OCC1C2C3C4C=CC(C3C(C1)C2)C4 4-hydroxymethyl-tetracyclo[6.2.1.13,6.02,7]Dodec-9-ene